CC=1OC2=NC(=CC(=C2N1)C)C=1N=C2N(C(C1)=O)C=C(S2)[C@H]2[C@H](CNCC2)F 7-(2,7-dimethyloxazolo[5,4-b]pyridin-5-yl)-2-[(3R,4R)-3-fluoro-4-piperidyl]thiazolo[3,2-a]pyrimidin-5-one